C(C)(C)(C)OC(=O)C1=C(C=CC2=CC=CC=C12)C(NC1=CC=C(C=C1)C1=CC=C(C=C1)NC(C1=CC(=C(C=C1)C=1N=NN(N1)CCCC)C=1N=NN(C1)CCCC)=O)=O ({4'-[3-(1-butyl-1H-1,2,3-triazol-4-yl)-4-(2-butyl-2H-1,2,3,4-tetrazol-5-yl)benzamido]-[1,1'-biphenyl]-4-yl}carbamoyl)naphthalene-1-carboxylic acid tert-butyl ester